C(C)(C)(C)C=1C=CC=2N(C3=CC=C(C=C3C2C1)C(C)(C)C)C1=C(C#N)C(=C(C(=C1N1C2=CC=C(C=C2C=2C=C(C=CC12)C(C)(C)C)C(C)(C)C)C#N)N1C2=CC=C(C=C2C=2C=C(C=CC12)C(C)(C)C)C(C)(C)C)N1C2=CC=C(C=C2C=2C=C(C=CC12)C(C)(C)C)C(C)(C)C 2,3,5,6-tetrakis(3,6-di-tert-butyl-9-carbazolyl)-terephthalonitrile